N-(3',4',5'-trifluoro-biphenyl-2-yl)-3-difluoromethyl-5-fluoro-1-methylpyrazol-4-ylcarboxamide FC=1C=C(C=C(C1F)F)C1=C(C=CC=C1)NC(=O)C=1C(=NN(C1F)C)C(F)F